FC1=CC(=C(C(=O)OC)C=C1N(C1COCC1)CC(C)O)[N+](=O)[O-] methyl 4-fluoro-5-((2-hydroxypropyl) (tetrahydrofuran-3-yl) amino)-2-nitrobenzoate